NC(=O)C=1C=C(OCC(=O)OC2CCCCC2)C=CC1 Cyclohexyl 2-[3-(aminocarbonyl)phenoxy]acetate